BrC1=CC=C(C=C1)C1CCN(CC1)C1CCCC1 4-(4-bromophenyl)-1-cyclopentylpiperidine